N1=CN=CC2=C1C(=CN2)C2=CCN(CC2)C(=O)OC(C)(C)C tert-butyl 4-(5H-pyrrolo[3,2-d]pyrimidin-7-yl)-5,6-dihydropyridine-1(2H)-carboxylate